C(C)(C)(C)C1=C(C(=C(C(=O)O)O)C(C)(C)C)C=CC=C1 di-tert-butyl-hydroxycinnamic acid